C(C)OC(C(CC(=O)C1=CC(=C(C=C1)F)O)=O)=O 4-(4-fluoro-3-hydroxyphenyl)-2,4-dioxobutanoic acid ethyl ester